FC=1C=C2C(=CNC2=CC1F)NC(=O)C1=NOC(=C1)C=1C=NC(=C(C1)F)N1CCC(CC1)(F)F N-(5,6-difluoro-1H-indol-3-yl)-5-(6-(4,4-difluoropiperidin-1-yl)-5-fluoropyridin-3-yl)isoxazole-3-carboxamide